1-(6-aminopyridin-3-yl)-6-chloro-4-oxo-7-[5H,7H-pyrrolo[3,4-b]pyridin-6-yl]quinoline-3-carboxylic acid NC1=CC=C(C=N1)N1C=C(C(C2=CC(=C(C=C12)N1CC2=NC=CC=C2C1)Cl)=O)C(=O)O